trans-4-(pyrrolo[2,3-c]pyridin-1-ylmethyl)cyclohexanecarboxylic acid N1(C=CC=2C1=CN=CC2)C[C@@H]2CC[C@H](CC2)C(=O)O